2'-O-ribosyladenosine C1([C@H](O)[C@H](O)[C@H](O1)CO)O[C@H]1[C@@H](O[C@@H]([C@H]1O)CO)N1C=NC=2C(N)=NC=NC12